Rhodium(III) acetate C(C)(=O)[O-].[Rh+3].C(C)(=O)[O-].C(C)(=O)[O-]